decahydrodiimidazo[1,2-a:2',1'-c]pyrazine N1CCN2C1C1N(CC2)CCN1